C1(=CC=CC=C1)OC1=CC=C(C=C1)B(O)O 4-phenyloxybenzeneboronic acid